3-methylphenyl 3,3-dimethyl-butyl ether CC(CCOC1=CC(=CC=C1)C)(C)C